C1CCCCCO1 hexamethyleneoxide